CC=1C(=C(C(=C2C=CC=CC12)O)O)OC methyl-methoxynaphthalenediol